FC=1C=C2CCCN(C2=CC1OC)C(=O)C=1C=CC=2N(C1)C(=CN2)C=2C=CC(=NC2)NC(OC)=O methyl N-[5-[6-(6-fluoro-7-methoxy-3,4-dihydro-2H-quinoline-1-carbonyl)imidazo[1,2-a]pyridin-3-yl]-2-pyridyl]carbamate